O=C1NC(CCC1C1=CC=C(C=C1)C1CCN(CC1)CC(=O)N1CCN(CC1)C1=CC=C(C=N1)C=1C=C2C(=NC1)NC=C2C(=O)C=2C(=C(C=CC2F)CC(C)S(=O)(=O)N)F)=O [3-[5-[6-[4-[2-[4-[4-(2,6-dioxo-3-piperidyl)phenyl]-1-piperidyl]acetyl]piperazin-1-yl]-3-pyridyl]-1H-pyrrolo[2,3-b]pyridine-3-carbonyl]-2,4-difluoro-phenyl]propane-2-sulfonamide